[N+](=O)([O-])C1=C(C=CC(=C1)[N+](=O)[O-])ON O-(2,4-Dinitrophenyl)hydroxylamine